1-(2-cyanopropyl)-3-methylimidazolium C(#N)C(CN1C=[N+](C=C1)C)C